CNC1CCN(CC1)C1=CC=C(C=C1)C1=CC=C2N=CC=3N(C2=C1)C(=NN3)CN3CCOCC3 N-methyl-1-(4-(1-(morpholinomethyl)-[1,2,4]triazolo[4,3-a]quinoxalin-8-yl)phenyl)piperidin-4-amine